ClC=1C=C(C(=O)NC2=CC(=CC=C2)[C@H](C)NC=2C=NC=3C(N2)=NN(C3)CC)C=CC1CN1C[C@H](CC1)O 3-chloro-N-(3-((s)-1-((2-ethyl-2H-pyrazolo[3,4-b]pyrazin-6-yl)amino)ethyl)phenyl)-4-(((S)-3-hydroxypyrrolidin-1-yl)methyl)benzamide